(3R,4R)-1-cyclopentyl-4-{[1-(2,4-difluoro-phenyl)-1H-[1,2,3]triazole-4-carbonyl]-amino}-piperidine-3-carboxylic acid ((1R,2S)-2-phenyl-cyclopropyl)-amide C1(=CC=CC=C1)[C@H]1[C@@H](C1)NC(=O)[C@@H]1CN(CC[C@H]1NC(=O)C=1N=NN(C1)C1=C(C=C(C=C1)F)F)C1CCCC1